Cl.O1C(NCC1)=O oxazolidin-2-one Hydrochloride